thiathiazol S1SNC=C1